Cl.FC(OC=1C=C(N)C=CC1)(F)F 3-(trifluoromethoxy)aniline hydrochloride